2-[2-[(7,8-difluoro-2-methyl-3-quinolyl)oxy]-6-fluoro-phenyl]propan FC1=CC=C2C=C(C(=NC2=C1F)C)OC1=C(C(=CC=C1)F)C(C)C